(tert-butoxycarbonyl)sulfamic acid C(C)(C)(C)OC(=O)NS(O)(=O)=O